2-phenyl-N-(thiazol-2-yl)-acetamide C1(=CC=CC=C1)CC(=O)NC=1SC=CN1